Antimony-palladium [Pd].[Sb]